4-(benzyloxy)-8-(6-methyl-1-(tetrahydro-2H-pyran-2-yl)-5-(trifluoromethyl)-1H-indazol-4-yl)-2-(methylsulfonyl)pyrido[4',3':4,5]selenopheno[2,3-d]pyrimidine C(C1=CC=CC=C1)OC=1C2=C(N=C(N1)S(=O)(=O)C)[Se]C1=C2C=CN=C1C1=C2C=NN(C2=CC(=C1C(F)(F)F)C)C1OCCCC1